2-chloro-5-fluoro-4-(6-isopropoxy-5-methylpyridin-3-yl)pyrimidine ClC1=NC=C(C(=N1)C=1C=NC(=C(C1)C)OC(C)C)F